N=1SN=C2C1C=CC=C2COC2=C(CN[C@H](CO)C(=O)O)C=C(C(=C2)OCC=2C(=C(C=CC2)C2=CC=CC=C2)Br)Cl (2-(benzo[c][1,2,5]thiadiazol-4-ylmethoxy)-4-((2-bromo-[1,1'-biphenyl]-3-yl)methoxy)-5-chlorobenzyl)-D-serine